COC1=CC=C(C=C1)N1S(C(CC1)(C(=O)OC)C)(=O)=O methyl 2-(4-methoxyphenyl)-5-methylisothiazolidine-5-carboxylate 1,1-dioxide